ClC1=C2C[C@@H](CC2=CC=C1)NCC[C@]1(CCOC2(C1)CCOCC2)C2=NC=C(C=C2)F (R)-4-chloro-N-(2-((R)-4-(5-fluoropyridin-2-yl)-1,9-dioxaspiro[5.5]undecan-4-yl)ethyl)-2,3-dihydro-1H-inden-2-amine